6-[2-(cyclopropylcarbamoyl)phenyl]sulfanyl-3-[(trans)-2-[5-(3-pyrrolidin-1-ylpropyl)-2-pyridinyl]vinyl]indazole-1-carboxylic acid tert-butyl ester C(C)(C)(C)OC(=O)N1N=C(C2=CC=C(C=C12)SC1=C(C=CC=C1)C(NC1CC1)=O)\C=C\C1=NC=C(C=C1)CCCN1CCCC1